(R)-1-(1H-indol-3-yl)-N-(oxetan-3-ylmethyl)propan-2-amine N1C=C(C2=CC=CC=C12)C[C@@H](C)NCC1COC1